tert-Butyl 4-[4-[(E)-2-(2-nitrophenyl)vinyl]phenoxy]piperidine-1-carboxylate [N+](=O)([O-])C1=C(C=CC=C1)/C=C/C1=CC=C(OC2CCN(CC2)C(=O)OC(C)(C)C)C=C1